C(=O)(O)[C@H](CC(=O)N1CC2=CC(=CC(=C2C1C)C)OC)C 2-((S)-3-carboxybutanoyl)-6-methoxy-3,4-dimethylisoindolin